FC(C(=O)O)(F)F.N[C@@H](CCCCN)C(=O)O.N[C@@H](CCCCN)C(=O)O.N[C@@H](CCCCN)C(=O)O trilysine trifluoroacetate